ClC1=NC=2C=NC(=NC2N(C1=O)C1=CC=C(C=C1)OC(F)F)NCC(F)(F)F 6-chloro-8-(4-(difluoromethoxy)phenyl)-2-((2,2,2-trifluoroethyl)amino)pteridine-7(8H)-one